N-(furan-3-ylmethyl)-4-(4,4,5,5-tetramethyl-1,3,2-dioxaborolan-2-yl)benzamide O1C=C(C=C1)CNC(C1=CC=C(C=C1)B1OC(C(O1)(C)C)(C)C)=O